5-fluoro-2-hydrazinyl-N-methyl-N-Phenylquinazolin-4-amine FC1=C2C(=NC(=NC2=CC=C1)NN)N(C1=CC=CC=C1)C